2-(5H-imidazo[1,5-b]isoindol-5-yl)-7-(1-methylpyrazol-3-yl)sulfonyl-7-azaspiro[3.5]nonan-3-ol C=1N=CN2C(C=3C=CC=CC3C21)C2CC1(C2O)CCN(CC1)S(=O)(=O)C1=NN(C=C1)C